N(=[N+]=[N-])CC1=NC=C(C=N1)N1CC(CCC1)N(C(OC(C)(C)C)=O)CC1CCC1 tert-butyl N-[1-[2-(azidomethyl)pyrimidin-5-yl]-3-piperidyl]-N-(cyclobutylmethyl)carbamate